(2S,5S)-N-(bis(3,5-difluorophenyl)phosphino)-N-butyl-2,5-diphenylphosphinan-1-amine FC=1C=C(C=C(C1)F)P(N(P1[C@@H](CC[C@H](C1)C1=CC=CC=C1)C1=CC=CC=C1)CCCC)C1=CC(=CC(=C1)F)F